4-amino-N-((5-cyano-2-pyridinyl)methyl)-N-(cyclopropylmethyl)-1,3-dihydrofuro[3,4-c]quinoline-8-carboxamide NC1=NC=2C=CC(=CC2C2=C1COC2)C(=O)N(CC2CC2)CC2=NC=C(C=C2)C#N